C(C)N(C1=CC=C(OC=2N=C(C3=C(N2)C=NC=C3)O)C=C1)C1=CC(=CC=C1)N1CCN(CC1)C 2-(4-(ethyl(3-(4-methylpiperazin-1-yl)phenyl)amino)phenoxy)pyrido[3,4-d]pyrimidin-4-ol